C1(=C(C=CC=C1)NC1=NC(=NC(=N1)N)N)C tolyl-melamine